BrC1=NNC(=N1)COC 3-bromo-5-(methoxymethyl)-1H-1,2,4-triazole